N-(5-(4-((4-(1H-pyrazol-4-yl)phenyl)amino)-5-fluoropyrimidin-2-yl)-2,3-dihydro-1H-inden-2-yl)-3,3-difluorocyclobutane-1-carboxamide N1N=CC(=C1)C1=CC=C(C=C1)NC1=NC(=NC=C1F)C=1C=C2CC(CC2=CC1)NC(=O)C1CC(C1)(F)F